COC=1C=C(C=O)C=C(N1)C 2-METHOXY-6-METHYLISONICOTINALDEHYDE